C(C)C1(NC(N(C(C1)=O)CC=1C=C(C(=O)N[C@H]2[C@@H](C(OC3=CC=CC=C23)(C)C)O)C=CC1)=N)CC 3-((4,4-diethyl-2-imino-6-oxotetrahydropyrimidin-1(2H)-yl)methyl)-N-((3S,4R)-3-hydroxy-2,2-dimethylchroman-4-yl)benzamide